1-Bromo-2-fluoro-benzene BrC1=C(C=CC=C1)F